1-[5-(trifluoromethyl)pyridin-2-yl]azetidine-3-carboxylic acid FC(C=1C=CC(=NC1)N1CC(C1)C(=O)O)(F)F